C1=C2C3=C(COC2=CC(=C1)O)C1=C(O3)C=CC=C1 [1]benzofuro[3,2-c]chromen-3-ol